cis-2,3-pentylene carbonate C1(OC(C)C(CC)O1)=O